C(C)(C)(C)OC(=O)N1[C@H](CCC1)C1=C2CN(CC2=CC(=C1)Cl)C(C(C)O)=O |r| rac-(2R)-2-(6-chloro-2-(2-hydroxypropionyl)isoindolin-4-yl)pyrrolidine-1-carboxylic acid tert-butyl ester